C(C)[C@H]1OC2=C([C@@H](N(C1)CC1=CC(=CC=3C=CSC31)C(CC(=O)OCC)C3=C(C1=C(N(N=N1)C)C(=C3)C)C)C)N=CC=C2 Ethyl 3-(7-{[(2R,5S)-2-ethyl-5-methyl-2,3-dihydropyrido[2,3-f][1,4]oxazepin-4(5H)-yl]methyl}-1-benzothiophen-5-yl)-3-(1,4,7-trimethyl-1H-benzotriazol-5-yl)propanoate